4-(6-amino-2-chloro-9H-purin-9-yl)-N-[6-(difluoromethoxy)-1,3-benzothiazol-2-yl]cyclohexanecarboxamide NC1=C2N=CN(C2=NC(=N1)Cl)C1CCC(CC1)C(=O)NC=1SC2=C(N1)C=CC(=C2)OC(F)F